1,1-bis(Tert-Butylperoxy)cyclohexane C(C)(C)(C)OOC1(CCCCC1)OOC(C)(C)C